(2-((2R,5S)-2-(2-(1,4-dimethylpiperidin-4-yl)benzo[d]thiazol-5-yl)-5-methylpiperidin-1-yl)-2-oxoacetamido)-2-methoxynicotinamide CN1CCC(CC1)(C)C=1SC2=C(N1)C=C(C=C2)[C@@H]2N(C[C@H](CC2)C)C(C(=O)NC2=NC(=C(C(=O)N)C=C2)OC)=O